ClC1=CC=C(C=C1)S(=O)(=O)[C@@H]1[C@@](CN(C1)S(=O)(=O)C1=C(C#N)C=CC=C1)(CO)O 2-(((3R,4S)-4-((4-chloro-phenyl)sulfonyl)-3-hydroxy-3-(hydroxymethyl)pyrrolidin-1-yl)sulfonyl)benzonitrile